NCCCCCN1C(C=CC1=O)=O N-(5-aminopentyl)maleimide